ethyl 2'-(cyclopropylmethyl)-8'-methyl-2',5'-dihydrospiro[cyclopropane-1,4'-furo[2,3-g]indazole]-7'-carboxylate C1(CC1)CN1N=C2C3=C(CC4(C2=C1)CC4)OC(=C3C)C(=O)OCC